2-pentylpyridine C(CCCC)C1=NC=CC=C1